4-(pyrrolidin-1-yl)valeric acid hydrochloride Cl.N1(CCCC1)C(CCC(=O)O)C